4-(((6-chloronaphthalen-2-yl)amino)methyl)-1H-1,2,3-triazole-5-carboxylic acid ClC=1C=C2C=CC(=CC2=CC1)NCC=1N=NNC1C(=O)O